CC1=C(C(=CC(=C1)C)C)S(=O)(=O)NN1C(NN=C(C1)C)=O 2,4,6-trimethyl-N-(6-methyl-3-oxo-2,3-dihydro-1,2,4-triazin-4(5H)-yl)benzenesulfonamide